COC1CN(C1)[C@H]1[C@@H](CCCC1)OC=1C=C2CN(C(C2=CC1)=O)C1C(NC(CC1)=O)=O 3-(5-(((1R,2R)-2-(3-methoxyazetidin-1-yl)cyclohexyl)oxy)-1-oxoisoindolin-2-yl)piperidine-2,6-dione